C(#N)C1=CN=C2N1C(=CC(=C2)C=2N=NN(C2C)C2CCN(CC2)C(=O)OC(C)(C)C)O[C@H](C)C2=NN=CN2CC(F)(F)F tert-Butyl 4-[4-[3-cyano-5-[(1R)-1-[4-(2,2,2-trifluoroethyl)-1,2,4-triazol-3-yl]ethoxy]imidazo[1,2-a]pyridin-7-yl]-5-methyl-triazol-1-yl]piperidine-1-carboxylate